C1N(CCC2CCCCC12)CC1=C(C2=C(C=CC(=NO2)O)C=C1)O 8-(decahydroisoquinolin-2-ylmethyl)-3,9-dihydroxybenzo[5,6]oxazepin